6-tert-butyl-10-methoxy-2-oxo-9-(4,4,5,5-tetramethyl-1,3,2-dioxaborolan-2-yl)-6,7-dihydro-2H-pyrido[2,1-a]isoquinoline-3-carboxylic acid ethyl ester C(C)OC(=O)C=1C(C=C2N(C(CC3=CC(=C(C=C23)OC)B2OC(C(O2)(C)C)(C)C)C(C)(C)C)C1)=O